[2-(4-Amino-1-tert-butyl-pyrazolo[3,4-d]pyrimidin-3-yl)-3-chloro-1H-indol-6-yl]-pyrrolidin-1-yl-methanone NC1=C2C(=NC=N1)N(N=C2C=2NC1=CC(=CC=C1C2Cl)C(=O)N2CCCC2)C(C)(C)C